ethyl-4-pentenoic acid C(C)C(C(=O)O)CC=C